CN(CCCCSSC(C(=O)OCCCCCOC(C(CCCCCCCC)CCCCCC)=O)CCC(=O)OCCCCCOC(C(CCCCCCCC)CCCCCC)=O)C bis(5-((2-hexyldecanoyl)oxy)pentyl) 2-((4-(dimethylamino)butyl)disulfaneyl)pentanedioate